2-(4-(benzyloxy)phenyl)-1-isopropyl-4-(trifluoromethyl)-1H-imidazole C(C1=CC=CC=C1)OC1=CC=C(C=C1)C=1N(C=C(N1)C(F)(F)F)C(C)C